tert-butyl 4-((4-fluorobenzyl) (methyl) amino)-3-methylpiperidine-1-carboxylate FC1=CC=C(CN(C2C(CN(CC2)C(=O)OC(C)(C)C)C)C)C=C1